NC1=C(C=C(C=C1)C1=CSC=C1)NC(C1=CC=C(C=C1)S(=O)(=N)C)=O N-[2-amino-5-(3-thienyl)phenyl]-4-(methylsulfonimidoyl)benzamide